fluorosulfonic acid, sodium salt [Na+].FS(=O)(=O)[O-]